methyl 1-(4-methoxybenzyl)-3-(((trifluoromethyl) sulfonyl) oxy)-1H-pyrazole-5-carboxylate COC1=CC=C(CN2N=C(C=C2C(=O)OC)OS(=O)(=O)C(F)(F)F)C=C1